C(C)(C)(C)OC(=O)N1C[C@@H](OCC1)C(C=O)=O.NC1=C(C(=O)NC2CNCCC2)C=CC=C1 amino-N-(piperidin-3-yl)benzamide tert-butyl-(2R)-2-oxaldehydoylmorpholine-4-carboxylate